C(CCC)C1CCC(CC1)N(C(C1=CC(C(=O)N)=CC(=C1)NC(=O)C1CCC(CC1)C(C)(C)C)=O)C1CCC(CC1)CCCC N,N-di(4-n-butylcyclohexyl)-5-(4-tert-butylcyclohexylcarbonylamino)isophthalamide